4-{6-[(tert-butyldiphenylsilyl)oxy]-6-methyl-1,4-oxazepan-4-yl}-6-[(1S)-1-[(2S)-1-methylpyrrolidin-2-yl]ethoxy]-1,3,5-triazine-2-carbonitrile [Si](C1=CC=CC=C1)(C1=CC=CC=C1)(C(C)(C)C)OC1(CN(CCOC1)C1=NC(=NC(=N1)O[C@@H](C)[C@H]1N(CCC1)C)C#N)C